2-(3-Acetyl-7-(1-fluoroethyl)-5-(2-methylpyrimidin-5-yl)-1H-indazol-1-yl)acetic acid C(C)(=O)C1=NN(C2=C(C=C(C=C12)C=1C=NC(=NC1)C)C(C)F)CC(=O)O